ClC1=C2C(=NC=C1C1=C(C(=CC=C1)C1=NC=CC(=C1C)CC#N)F)NC[C@]21C[C@@](CC1)(C#N)C (1R,3R)-4'-Chloro-5'-(3-(4-(cyanomethyl)-3-methylpyridin-2-yl)-2-fluorophenyl)-3-methyl-1',2'-dihydrospiro[cyclopentane-1,3'-pyrrolo[2,3-b]pyridine]-3-carbonitrile